bis(trimethylolpropane) tetrakis(3-mercaptopropionate) SCCC(=O)O.SCCC(=O)O.SCCC(=O)O.SCCC(=O)O.C(O)C(CC)(CO)CO.C(O)C(CC)(CO)CO